OC=1C=2N(C(=CC1)CC(=O)OC(C)(C)C)C=CN2 tert-butyl 2-(8-hydroxyimidazo[1,2-a]pyridin-5-yl)acetate